FC1(OC2=C(O1)C=CC(=C2)C(=O)[C@@H]2[C@H](C2)C(=O)O)F (1S,2S)-2-[(2,2-difluoro-2H-1,3-benzodioxol-5-yl)carbonyl]cyclopropane-1-carboxylic acid